(Z)-3-hexen-1-yl octanoate C(CCCCCCC)(=O)OCC\C=C/CC